ethyl-4-aminobutanoate C(C)OC(CCCN)=O